tri(n-butyl)n-tetradecylphosphine chloride [Cl-].C(CCC)C(CCCCCCCCCCCCCP)(CCCC)CCCC